COC1=C(C=C(C(=C1)OC)OC)CCN 2-(2,4,5-trimethoxyphenyl)ethanamine